cis-2-aminocyclobutanol hydrochloride Cl.N[C@@H]1[C@@H](CC1)O